C(C)N1N=C(C=C1C1=CNC2=C(C=CC=C12)C#N)C 3-(2-ethyl-5-methylpyrazol-3-yl)-1H-indole-7-carbonitrile